N-(5-(6-(3-chloro-4-methoxyphenyl)pyrazin-2-yl)thiophen-3-yl)cyclobutanecarboxamide ClC=1C=C(C=CC1OC)C1=CN=CC(=N1)C1=CC(=CS1)NC(=O)C1CCC1